(1R,2S,3S,4R)-3-((7-(difluoromethyl)-2-(5-fluoro-1H-pyrrolo[2,3-b]pyridin-3-yl)pyrrolo[2,1-f][1,2,4]triazin-4-yl)amino)bicyclo[2.2.2]octane-2-carboxylic acid FC(C1=CC=C2C(=NC(=NN21)C2=CNC1=NC=C(C=C12)F)N[C@@H]1[C@H](C2CCC1CC2)C(=O)O)F